FC([C@@H]1[C@H]2C[C@@H](N[C@@H]12)C(=O)O)(F)F |o1:2,3,5,7| rel-(1r,3r,5r,6r)-6-(trifluoromethyl)-2-azabicyclo[3.1.0]hexane-3-carboxylic acid